ClC1=C(C(=O)NC=2SC3=C(N2)C=CC(=C3)C(=O)O)C=C(C=C1)C(F)(F)F 2-(2-chloro-5-(trifluoromethyl)benzamido)benzo[d]thiazole-6-carboxylic acid